N,N-bis(2-aminoethyl)-6-azidohexanamide dihydrochloride Cl.Cl.NCCN(C(CCCCCN=[N+]=[N-])=O)CCN